CN1N=NC=C1S(=O)(=O)Cl 1-methyl-1H-1,2,3-triazole-5-sulfonyl chloride